C(C=C)[C@]1(C(C2=CC=CC=C2CC1)=O)CCCC(=O)OCC ethyl (S)-4-(2-allyl-1-oxo-1,2,3,4-tetrahydronaphthalen-2-yl)butanoate